(((1S,2R)-2-hydroxy-2,3-dihydro-1H-inden-1-yl)amino)-3-methoxy-N-(5-(5-methyl-1H-pyrazol-1-yl)-1,3,4-thiadiazol-2-yl)-2-oxo-2H-pyran-6-carboxamide O[C@H]1[C@H](C2=CC=CC=C2C1)NC1=C(C(OC(=C1)C(=O)NC=1SC(=NN1)N1N=CC=C1C)=O)OC